(S)-2-((R)-2-amino-3-(pyridin-2-yl)propanamido)-3-(pyridin-3-yl)propanoic amide N[C@@H](C(=O)N[C@H](C(=O)N)CC=1C=NC=CC1)CC1=NC=CC=C1